2-(5-(3-(4-amino-3,5-difluorobenzoyl)indolizin-8-yl)-4-chloro-1,6-dimethyl-1H-benzo[d]imidazol-2-yl)acetonitrile NC1=C(C=C(C(=O)C2=CC=C3C(=CC=CN23)C2=C(C3=C(N(C(=N3)CC#N)C)C=C2C)Cl)C=C1F)F